ethyl 5-cyclopropyl-1-(3-ethylphenyl)-1H-1,2,3-triazole-4-carboxylate C1(CC1)C1=C(N=NN1C1=CC(=CC=C1)CC)C(=O)OCC